CS(=O)(=O)OC[C@@H]1N(CN(C1)CC1=CC=CC=C1)C(=O)C1[N@@](C1)C(C1=CC=CC=C1)(C1=CC=CC=C1)C1=CC=CC=C1 ((R)-1-benzyl-3-((R)-1-tritylaziridine-2-carbonyl)imidazolidin-4-yl)methyl methanesulfonate